NC1=NC(=C(C=2N1C(N(N2)CC2=CC=C(C=N2)C#N)=O)C2=CC(=NC(=C2)C)CO)C2=CC=CC=C2 6-[[5-amino-8-[2-(hydroxymethyl)-6-methyl-4-pyridinyl]-3-oxo-7-phenyl-[1,2,4]triazolo[4,3-c]pyrimidin-2-yl]methyl]pyridine-3-carbonitrile